BrC1C(N(C2=CC=CC=C12)[S-])=O bromosulfidooxindole